1-(Boc-amino)cyclohexanecarboxylic acid C(=O)(OC(C)(C)C)NC1(CCCCC1)C(=O)O